(S)-3-(5-((2,6-difluorobenzyl)oxy)-2-methylbenzofuran-3-carboxamido)pyrrolidine-1-carboxylic acid tert-butyl ester C(C)(C)(C)OC(=O)N1C[C@H](CC1)NC(=O)C1=C(OC2=C1C=C(C=C2)OCC2=C(C=CC=C2F)F)C